(E)-5-((3,5-difluorophenyl)ethynyl)-3-(2-(pyridin-2-yl)vinyl)-1H-indazole FC=1C=C(C=C(C1)F)C#CC=1C=C2C(=NNC2=CC1)\C=C\C1=NC=CC=C1